FC1=CC=C(CCNC(CC=2SC(=CC2)C2=CC=C(C=C2)F)=O)C=C1 N-(4-Fluorophenethyl)-2-(5-(4-fluorophenyl)thiophen-2-yl)acetamid